amino-trans-cinnamic acid NC(C(=O)O)=CC1=CC=CC=C1